benzyl 4-(1-(4-(1-(tetrahydro-2H-pyran-2-yl)-1H-pyrazol-4-yl)phenyl)piperidin-4-carbonyl)piperazine-1-carboxylate O1C(CCCC1)N1N=CC(=C1)C1=CC=C(C=C1)N1CCC(CC1)C(=O)N1CCN(CC1)C(=O)OCC1=CC=CC=C1